N-tert-Butylbenzylamin C(C)(C)(C)NCC1=CC=CC=C1